ClC1=CC=NC2=CC=CC=C12 4-chloro-quinoline